Cl.C1N(CC12CCC2)C(=O)C2CCNCC2 piperidin-4-yl (2-azaspiro[3.3]heptane-2-yl) ketone hydrochloride